COC=1C=CC(=C(C(=O)N[C@H](C)C2=CC=CC3=CC=CC=C23)C1)C (R)-5-Methoxy-2-methyl-N-(1-(naphthalen-1-yl)ethyl)benzamide